(2,2'-dichloro-[1,1'-biphenyl]-3,3'-diyl)bis(4,5,6,7-tetrahydrothiazolo[5,4-c]pyridine-2-carboxamide) ClC1=C(C=CC=C1C1NCCC2=C1SC(=N2)C(=O)N)C2=C(C(=CC=C2)C2NCCC1=C2SC(=N1)C(=O)N)Cl